N-(1-Methyl-3-(5-(oxetan-3-yloxy)pyridin-2-yl)-1H-pyrazol-4-yl)-6-(1H-pyrazol-3-yl)picolinamid CN1N=C(C(=C1)NC(C1=NC(=CC=C1)C1=NNC=C1)=O)C1=NC=C(C=C1)OC1COC1